1-azepanemethanol N1(CCCCCC1)CO